FC=1C=C(C=NC1)[C@H](CNC(C)(C)C1CCC(CC1)O)O (1R,4r)-4-(2-(((R)-2-(5-Fluoropyridin-3-yl)-2-hydroxyethyl)amino)propan-2-yl)cyclohexan-1-ol